NC/C(/CN1N=CN(C1=O)CC=1SC(=CC1)C1=CC(=CC=C1)S(=O)(=O)C)=C\F 2-[(2E)-2-(aminomethyl)-3-fluoroprop-2-en-1-yl]-4-({5-[3-(methylsulfonyl)phenyl]thiophen-2-yl}methyl)-2,4-dihydro-3H-1,2,4-triazol-3-one